methyl (2S)-2-amino-3-(4-(2-amino-6-((R)-1-(4-chloro-2-(3-methyl-1H-pyrazole-1-yl)phenyl)-2,2,2-trifluoroethoxy)pyrimidine-4-yl)cyclohex-3-ene-1-yl)propionate hippurate C(CNC(=O)C1=CC=CC=C1)(=O)O.N[C@H](C(=O)OC)CC1CC=C(CC1)C1=NC(=NC(=C1)O[C@@H](C(F)(F)F)C1=C(C=C(C=C1)Cl)N1N=C(C=C1)C)N